2,2-bistrifluoromethyl-1,3-dioxolane FC(C1(OCCO1)C(F)(F)F)(F)F